N,N-dimethyl-2-(3'-(1-(methylsulfonyl)indolin-6-yl)-1H,3'H-[5,5'-bibenzo[d]imidazol]-2-yl)ethan-1-amine CN(CCC1=NC2=C(N1)C=CC(=C2)C2=CC1=C(N=CN1C1=CC=C3CCN(C3=C1)S(=O)(=O)C)C=C2)C